BrC1=CC=C(C=C1)C1=CC=C(C=C1)CN1CCN(CC1)CCS(=O)(=O)C 1-((4'-bromo-[1,1'-biphenyl]-4-yl)methyl)-4-(2-(methylsulfonyl)ethyl)piperazine